(E)-7-(2-(4-(Dimethylamino)but-2-enamido)phenyl)-2-(3-methoxy-4-methylphenyl)-4,5,6,7-tetrahydropyrazolo[1,5-a]pyrimidine-3-carboxamide CN(C/C=C/C(=O)NC1=C(C=CC=C1)C1CCNC=2N1N=C(C2C(=O)N)C2=CC(=C(C=C2)C)OC)C